FC(C(CNC(=O)C1=NC(=C(C=C1N1C(=CC=C1C)C)C(F)(F)F)C(F)(F)F)(C)O)(F)F 3-(2,5-Dimethyl-pyrrol-1-yl)-5,6-bis-trifluoromethyl-pyridine-2-carboxylic acid (3,3,3-trifluoro-2-hydroxy-2-methyl-propyl)-amide